FC1=C(C(=CC=C1)F)N1N=C(C=CC1=O)C(=O)O 1-(2,6-difluorophenyl)-6-oxo-1,6-dihydropyridazine-3-carboxylic acid